[Na+].O=C1N(C(CC1S(=O)(=O)[O-])=O)OC(CCC(=O)[NH-])=O.[Na+] succinamic acid 2,5-dioxo-3-sulfo-pyrrolidin-1-yl ester sodium salt